6-chloro-1-methyl-2-oxo-4-{3H-spiro[furo[3,2-b]pyridine-2,4'-piperidin]-1'-yl}-1,2-dihydro-1,5-naphthyridine-3-carbonitrile ClC=1N=C2C(=C(C(N(C2=CC1)C)=O)C#N)N1CCC2(CC1)CC1=NC=CC=C1O2